3-tosyl-4H-benzopyran-4-one S(=O)(=O)(C1=CC=C(C)C=C1)C1=COC2=C(C1=O)C=CC=C2